5-((3,3-difluoropyrrolidin-1-yl)methyl)-1-(1H-pyrazol-4-yl)-4,6,7,8-tetrahydro-3H-9-oxa-2-thia-4-azabenzo[cd]azulen-3-one FC1(CN(CC1)CC=1NC(C=2SC(=C3OCCCC1C23)C=2C=NNC2)=O)F